COC1=CC=2C3=CC=CC=C3CN(C2C=C1)C 2-methoxy-5-methylphenanthridine